5-hydroxy-benzene-1,2,3,4-tetracarboxylic acid OC1=C(C(=C(C(=C1)C(=O)O)C(=O)O)C(=O)O)C(=O)O